C(C)(C)(C)OC(=O)N1CCN(CCC1)C1=NC=C(C=N1)O 4-(5-hydroxypyrimidin-2-yl)-1,4-diazacycloheptane-1-carboxylic acid tert-butyl ester